3,3-Bis(methylsulfanyl)-1-(pyridin-2-yl)prop-2-en-1-one CSC(=CC(=O)C1=NC=CC=C1)SC